N=1SN=C2C1C=CC(=C2)S(=O)(=O)N2CC1=C(C2)CN(C1)C(=O)NCC1=C(C=CC=C1)OC 5-(2,1,3-Benzothiadiazole-5-sulfonyl)-N-[(2-methoxyphenyl)methyl]-1H,2H,3H,4H,5H,6H-pyrrolo[3,4-c]pyrrole-2-carboxamide